CC1(CN(C1)C(=O)OCCCC)COS(=O)(=O)C butyl 3-methyl-3-((methylsulfonyloxy)methyl)azetidine-1-carboxylate